S1C=C(C=C1)C=C1N=C(OC1=O)C1=CC=C(C=C1)C(F)(F)F 4-(thiophen-3-ylmethylene)-2-(4-(trifluoromethyl)phenyl)oxazol-5(4H)-one